tert-butyl 3-((3-chlorobenzyl)carbamoyl)-8-azabicyclo[3.2.1]octane-8-carboxylate ClC=1C=C(CNC(=O)C2CC3CCC(C2)N3C(=O)OC(C)(C)C)C=CC1